4-(4-((2-(2,6-dioxopiperidin-3-yl)-4-fluoro-1,3-dioxoisoindolin-5-yl)methyl)piperazine-1-yl)-N-(4-methyl-3-((4-(pyridin-3-yl)pyrimidin-2-yl)amino)phenyl)benzamide O=C1NC(CCC1N1C(C2=CC=C(C(=C2C1=O)F)CN1CCN(CC1)C1=CC=C(C(=O)NC2=CC(=C(C=C2)C)NC2=NC=CC(=N2)C=2C=NC=CC2)C=C1)=O)=O